valyl-tyrosin N[C@@H](C(C)C)C(=O)N[C@@H](CC1=CC=C(C=C1)O)C(=O)O